[Na+].C(C1=CC=CC=C1)OC(=O)C=1N(C=CC1C1=CC=C(C(=O)[O-])C=C1)S(NC(=O)OCC1=CC=CC=C1)(=O)=O 4-[2-Benzyloxycarbonyl-1-(benzyloxycarbonylsulfamoyl)pyrrol-3-yl]benzoic acid, sodium salt